C(C)(C)(C)C=1C=C(C=C(C1O)C)CCC(=O)OCCOCCOCCOC(CCC1=CC(=C(C(=C1)C)O)C(C)(C)C)=O (ethane-1,2-diylbis(oxy))bis(ethane-2,1-diyl) bis(3-(3-(tert-butyl)-4-hydroxy-5-methylphenyl) propanoate)